methyl 5-[2-ethyl-5-(morpholin-4-yl)-[1,2,4]triazolo[1,5-a]pyridin-7-yl]-2-fluoro-4-methylbenzoate C(C)C1=NN2C(C=C(C=C2N2CCOCC2)C=2C(=CC(=C(C(=O)OC)C2)F)C)=N1